ethylenebismaleic acid C(C/C(/C(=O)O)=C/C(=O)O)/C(/C(=O)O)=C/C(=O)O